tetraethylene glycol di(methyl)acrylate CC(=CC(=O)OCCOCCOCCOCCO)C